N-(2-pyridylmethyl)-N'-(6-methoxy-1,2,3,4-tetrahydro-2-naphthyl)-1,4-xylylenediamine N1=C(C=CC=C1)CNCC1=CC=C(C=C1)CNC1CC2=CC=C(C=C2CC1)OC